dimethyl-Phosphine oxide mesylate S(C)(=O)(=O)O.CP(C)=O